ClC=1C=C(C2=C(N(C(C(O2)C)=O)C)C1)C(=O)NC1CC2CCC(C1)N2C 6-chloro-3,4-dihydro-N-(8-methyl-8-azabicyclo[3.2.1]-oct-3-yl)-2,4-dimethyl-3-oxo-2H-1,4-benzoxazine-8-carboxamide